C[C@@H]1C=2N(CCN1C(=O)C1=CC=C3C(=N1)NC=C3)C(=NN2)C2=NC(=NS2)C (R)-(8-methyl-3-(3-methyl-1,2,4-thiadiazol-5-yl)-5,6-dihydro-[1,2,4]triazolo[4,3-a]pyrazin-7(8H)-yl)(1H-pyrrolo[2,3-b]pyridin-6-yl)methanone